ClC1=C2C(=NC=C1OC=1C=NN3C1C=NC=C3)N=C(N2C)NC2=CC(=CC(=C2)C(F)(F)F)OC[C@H]2N(CCCC2)C (S)-7-chloro-1-methyl-N-(3-((1-methylpiperidin-2-yl)methoxy)-5-(trifluoromethyl)phenyl)-6-(pyrazolo[1,5-a]pyrazin-3-yloxy)-1H-imidazo[4,5-b]pyridin-2-amine